C(C)OC(CC1=C2N(C=N1)C[C@@H](C2)F)=O (R)-2-(6-fluoro-6,7-dihydro-5H-pyrrolo[1,2-c]imidazol-1-yl)acetic acid ethyl ester